1,1'-dicarboxyl-cobaltocene C(=O)(O)[C-]1C=CC=C1.[C-]1(C=CC=C1)C(=O)O.[Co+2]